FC1=C(C(=CC=C1)F)S(=O)(=O)NC=1C(=C(C(=O)OC)C=CC1)F Methyl 3-((2,6-difluorophenyl)sulfonamido)-2-fluorobenzoate